O1C(OCC1)CC[C@H](C(C)C)N1CC(C1)C=1C=C(C=2N(C1)C(=NC2)C)C2=C(C(=O)N(C(C)C)C(C)C)C=C(C=C2)F 2-(6-{1-[(3R)-1-(1,3-dioxolan-2-yl)-4-methylpentan-3-yl]azetidin-3-yl}-3-methylimidazo[1,5-a]pyridin-8-yl)-5-fluoro-N,N-di(isopropyl)benzamide